ethyl 2-amino-4,4,4-trifluorobutyrate NC(C(=O)OCC)CC(F)(F)F